amino-2-methyl-5-(methylthio)-3-(trifluoromethyl)pyrazolo[1,5-a]pyrimidine-6-carbonitrile NC1=C(C(=NC=2N1N=C(C2C(F)(F)F)C)SC)C#N